CC1=NC(=NC=C1C)NC1=NN2C(C=C(C=C2)C=2N(N=CC2OC[C@@H]2N(CC2)CC)C)=C1 N-(4,5-dimethylpyrimidin-2-yl)-5-[4-[[(2R)-1-ethylazetidin-2-yl]methoxy]-2-methyl-pyrazol-3-yl]pyrazolo[1,5-a]pyridin-2-amine